4-Chlorobenzenesulfonic acid sodium salt [Na+].ClC1=CC=C(C=C1)S(=O)(=O)[O-]